C1CC1C2=CN=C(N=C2N)C3=NN(C4=C3C=CC=N4)CC5=CC=CC=C5F The molecule is a pyrazolopyridine that is 1H-pyrazolo[3,4-b]pyridine which is substituted by a 2-fluorobenzyl group at position 1 and by a 4-amino-5-cyclopropylpyrimidin-2-yl group at position 3. It is an activator of soluble guanylate cyclase. It has a role as a soluble guanylate cyclase activator, a platelet aggregation inhibitor, a vasodilator agent and an antihypertensive agent. It is a pyrazolopyridine, a member of monofluorobenzenes, an aminopyrimidine and a member of cyclopropanes.